2-(3-Fluoro-4-methylphenyl)-7-(piperazin-1-yl)-4H-pyrido[1,2-a]pyrimidin-4-one FC=1C=C(C=CC1C)C=1N=C2N(C(C1)=O)C=C(C=C2)N2CCNCC2